3,5-bis((1-benzyl-1H-1,2,3-triazol-4-yl)methylene)-1-p-toluenesulfonylpiperidin-4-one C(C1=CC=CC=C1)N1N=NC(=C1)C=C1CN(CC(C1=O)=CC=1N=NN(C1)CC1=CC=CC=C1)S(=O)(=O)C1=CC=C(C)C=C1